FC=1C(=NC=C(C1)F)CNC(=O)C1=CN=C(S1)N1CCC(CC1)N1CC(CCC1)C1=CC=CC=C1 N-[(3,5-difluoropyridin-2-yl)methyl]-2-(3-phenyl[1,4'-bipiperidin]-1'-yl)-1,3-thiazole-5-carboxamide